(S)-5-((4-((2-hydroxy-1-phenylethyl)amino)-5-(3,8-dioxa-1-azaspiro[4.5]dec-1-en-2-yl)pyridin-2-yl)amino)-2,3,3-trimethylisoindolin-1-one OC[C@H](C1=CC=CC=C1)NC1=CC(=NC=C1C1=NC2(CO1)CCOCC2)NC=2C=C1C(N(C(C1=CC2)=O)C)(C)C